C(C)(C)(C)OC(=O)N1[C@@H](CN([C@H](C1)C)C=1C2=C(N=CN1)N(C=C2C2=C(C=CC=C2)F)C2=NC=CC(=N2)C#N)C.N2=C(C=CC=C2)C=2OC=C(N2)C(=O)N pyridin-2-yl-oxazole-4-carboxamide tert-butyl-(2R,5S)-4-(7-(4-cyanopyrimidin-2-yl)-5-(2-fluorophenyl)-7H-pyrrolo[2,3-d]pyrimidin-4-yl)-2,5-dimethylpiperazine-1-carboxylate